N-(2-(azetidin-1-yl)ethyl)-6-(4-fluorobenzyl)-3-methyl-1,2,4-triazin-5-amine N1(CCC1)CCNC=1N=C(N=NC1CC1=CC=C(C=C1)F)C